di-m-tolyl-titanocene C1(=CC(=CC=C1)[C-]1C=CC=C1)C.[C-]1(C=CC=C1)C=1C=C(C=CC1)C.[Ti+2]